NC=1C(=C(C=CC1)C1=C(C(=CC=C1)C1=CC=C(C(=N1)OC)CN1CCC(CC1)CC(=O)OC)Cl)C methyl 2-(1-((6-(3'-amino-2-chloro-2'-methyl-[1,1'-biphenyl]-3-yl)-2-methoxypyridin-3-yl)methyl)piperidin-4-yl)acetate